C(C)(C)N1N=C(C=C1[C@H]1CC(CC1)=O)C=1C=NC=C(C1)C(F)(F)F (R)-3-(1-isopropyl-3-(5-(trifluoromethyl)pyridin-3-yl)-1H-pyrazol-5-yl)cyclopentanone